NC1=CC=C(OC2=CC=C(C=C2)SC2=CC=C(C=C2)OC2=CC=C(C=C2)N)C=C1 bis[4-(4-aminophenoxy) phenyl] thioether